NC1=C(SC2=NC(=CC(=C21)C(F)(F)F)C2=CC=C(C=C2)Br)C(=O)OCC ethyl 3-amino-6-(4-bromophenyl)-4-(trifluoromethyl)thieno[2,3-b]pyridine-2-carboxylate